C(C)(=O)OC1(CCCCC1)C(C)(C)C tert-butylcyclohexyl acetate